C(C1=CC=C(C(=O)OCCCC)C=C1)(=O)OCCCC di-n-butyl terephthalate